C1(=CC=CC=C1)S(=O)(=O)N1CC(OCC1)\C(\C=N/NC(NCC)=S)=N/NC(NCC)=S (2Z,2'Z)-2,2'-(1-(4-(phenylsulfonyl)morpholin-2-yl)ethane-1,2-diylidene)bis(N-ethylhydrazine-1-carbothioamide)